methyl 6-bromo-5-fluoro-3-[(4-methoxyphenyl)methylamino]pyridine-2-carboxylate BrC1=C(C=C(C(=N1)C(=O)OC)NCC1=CC=C(C=C1)OC)F